C(C)(C)C1=C(C(=CC(=C1)C(C)C)C(C)C)C1=C(C=CC=C1)P(OCC)(OCC)=O Diethyl (2',4',6'-triisopropyl-[1,1'-biphenyl]-2-yl)phosphonat